2-[6-[4-(2,7-diazaspiro[3.4]octan-2-yl)phenyl]-4-fluoro-1-oxo-isoindolin-2-yl]-2-(6,7-dihydro-5H-pyrrolo[1,2-c]imidazol-1-yl)-N-thiazol-2-yl-acetamide, trifluoroacetic acid salt FC(C(=O)O)(F)F.C1N(CC12CCNC2)C2=CC=C(C=C2)C2=CC(=C1CN(C(C1=C2)=O)C(C(=O)NC=2SC=CN2)C2=C1N(C=N2)CCC1)F